methyl (3R*,4R*)-1-benzyl-4-(4-fluorophenyl)pyrrolidine-3-carboxylate C(C1=CC=CC=C1)N1C[C@@H]([C@@H](C1)C1=CC=C(C=C1)F)C(=O)OC |o1:9,10|